oleoylmethyl taurate NCCS(=O)(=O)OCC(CCCCCCC\C=C/CCCCCCCC)=O